C(C)OC(C1C(C=C(C=C1)[N+](=O)[O-])(Cl)N(CC)CC)=O 2-(diethylamino)-2-chloro-4-nitrobenzoic acid ethyl ester